C(C)(C)(C)OC(CN1C(OC2(C1=O)CCC1=CC(=CC=C12)NC(=O)NC)=O)=O 2-(5-(3-methylureido)-2',4'-dioxo-2,3-dihydrospiro[indene-1,5'-oxazolidine]-3'-yl)acetic acid t-butyl ester